CC(=C)\C=C\C trans-2-methyl-1,3-pentadiene